N1(CCNCC1)C(=O)OC=1C(=NC(=CC1)NC=1N=CC2=C(N1)N(C(=C2)C(NC2=C(C=CC=C2)F)=O)C2CCCC2)C(C)(C)C (tert-butyl 6-((6-((2-fluorophenyl) carbamoyl)-7-cyclopentyl-7H-pyrrolo[2,3-d]pyrimidin-2-yl) amino) pyridin-3-yl) piperazine-1-carboxylate